C(C)(C)(C)OC(=O)N1CCNCC1 tert-butyl-1-piperazine-carboxylate